[Fe].[Zn].[Ca] calcium-zinc-iron